NS(=O)(=O)C1=CC=C(C=C1)NC1=NC=C(C(=N1)NC=1C=CC2=C(N(C([C@H](O2)C)=O)CC2=CC=C(C=C2)OC)C1)F |r| Racemic-N2-(4-Aminosulphonylphenyl)-5-fluoro-N4-[2-methyl-3-oxo-4-(4-methoxybenzyl)-benz[1,4]oxazin-6-yl]-2,4-pyrimidinediamine